FC(C1=NC(=CC(=C1)C1=C(N=C(C=2N1N=NN2)N)C2=CC=C(C=C2)F)C)F 5-(2-(difluoromethyl)-6-methylpyridin-4-yl)-6-(4-fluorophenyl)tetrazolo[1,5-a]pyrazin-8-amine